CC1=CC(=NN1)C1=NN2C(NC=3C=CC=CC3C2=N1)=O 2-(5-methyl-1H-pyrazol-3-yl)[1,2,4]triazolo[1,5-c]quinazolin-5(6H)-one